3β-Hydroxy-5β-cholan O[C@@H]1C[C@H]2CC[C@H]3[C@@H]4CC[C@H]([C@@H](CCC)C)[C@]4(CC[C@@H]3[C@]2(CC1)C)C